2-hydroxyiminomalonic acid sodium [Na].ON=C(C(=O)O)C(=O)O